3-(4-(ethylsulfonamido)phenyl)-5-((6-(trifluoromethoxy)pyridin-2-yl)amino)-1H-pyrazole C(C)S(=O)(=O)NC1=CC=C(C=C1)C1=NNC(=C1)NC1=NC(=CC=C1)OC(F)(F)F